heptadecan-9-yl 8-((2-hydroxy-6-(1H-pyrrole-3-carboxamido)hexyl)(6-((2-methylnonyl)oxy)-6-oxohexyl)Amino)octanoate OC(CN(CCCCCCCC(=O)OC(CCCCCCCC)CCCCCCCC)CCCCCC(=O)OCC(CCCCCCC)C)CCCCNC(=O)C1=CNC=C1